4,7-dichlorobenzothiophene ClC1=CC=C(C2=C1C=CS2)Cl